NC1=C(SC2=NC(=CC=C21)C)C(=O)N[C@H]2COC1=C(C2)C=CC(=C1)N1[C@@H](CNCC1)COC 3-amino-N-[(3R)-7-[(2S)-2-(methoxymethyl)piperazin-1-yl]-3,4-dihydro-2H-1-benzopyran-3-yl]-6-methylthieno[2,3-b]pyridine-2-carboxamide